ClC1=NC=NC=2N(C(CNC12)=O)CC1=C(C=C(C=C1)OC)OC 4-chloro-8-(2,4-dimethoxybenzyl)-5,8-dihydropteridin-7(6H)-one